(1S,2R)-2-methyl-N-(8-(methylamino)-5-(6-((S)-2-methylmorpholino)pyrazolo[1,5-a]pyridin-2-yl)-2,7-naphthyridin-3-yl)cyclopropane-1-carboxamide C[C@H]1[C@H](C1)C(=O)NC=1N=CC2=C(N=CC(=C2C1)C1=NN2C(C=CC(=C2)N2C[C@@H](OCC2)C)=C1)NC